4-(5-((4-(difluoromethoxy)benzyl)thio)-4-phenethyl-4H-1,2,4-triazol-3-yl)-N,N-dimethylaniline FC(OC1=CC=C(CSC=2N(C(=NN2)C2=CC=C(N(C)C)C=C2)CCC2=CC=CC=C2)C=C1)F